BrC1=CN2C=C(C(=C2C=C1)C(=O)OC)C methyl 6-bromo-2-methyl-indolizine-1-carboxylate